ClC1=C(C(=O)O)C=CC(=C1)NC(=O)C=1N(C(=CN1)C=1C(=NNC1)C(F)(F)F)C 2-Chloro-4-[[1-methyl-5-[3-(trifluoromethyl)-1H-pyrazol-4-yl]imidazole-2-carbonyl]amino]benzoic acid